9-(9-phenyl-9H-carbazol-3-yl)-7H-benzo[c]carbazole C1(=CC=CC=C1)N1C2=CC=CC=C2C=2C=C(C=CC12)C=1C=CC=2C=3C4=C(C=CC3NC2C1)C=CC=C4